C(C1=CC=CC=C1)(C1=CC=CC=C1)(C1=CC=CC=C1)N[C@@H](CC1=CNC=N1)C(=O)N[C@@H](CCC(=O)O)C(=O)O tritylhistidylglutamic acid